4-(5-amino-1,3,4-thiadiazol-2-yl)cyclohexane-1-carboxylate NC1=NN=C(S1)C1CCC(CC1)C(=O)[O-]